(2SR,5R)-3-((E)-(2-(1-(2-chloro-3,4-dihydroxybenzoyl)piperidine-3-carbonyl)hydrazono)methyl)-3-methyl-7-oxo-4-thia-1-azabicyclo[3.2.0]heptane-2-carboxylic acid 4,4-dioxide ClC1=C(C(=O)N2CC(CCC2)C(=O)N\N=C\C2([C@@H](N3C(C[C@H]3S2(=O)=O)=O)C(=O)O)C)C=CC(=C1O)O |&1:17|